10-hydroxy-octadecen OC(CCCCCCCC=C)CCCCCCCC